FC=1C=CC(=NC1C(F)(F)F)[C@@H](NC(=O)N1[C@@H](C(NCC1)=O)C)C1=CC=C(C=C1)OCC(F)(F)F (2R)-N-((S)-(5-fluoro-6-(trifluoromethyl)pyridin-2-yl)(4-(2,2,2-trifluoro-ethoxy)phenyl)methyl)-2-methyl-3-oxopiperazine-1-carboxamide